2-((4-((R)-2-(4-chlorophenyl)-2,3-dihydrobenzo[b][1,4]dioxin-5-yl)piperidin-1-yl)methyl)-4-cyano-1-((S)-oxetan-2-ylmethyl)-1H-benzo[d]imidazole-6-carboxylic acid ClC1=CC=C(C=C1)[C@@H]1COC2=C(O1)C=CC=C2C2CCN(CC2)CC2=NC1=C(N2C[C@H]2OCC2)C=C(C=C1C#N)C(=O)O